1-(4-fluorophenyl)-3-(2,5-dimethyl-4-nitrophenoxy)-1H-pyrazole FC1=CC=C(C=C1)N1N=C(C=C1)OC1=C(C=C(C(=C1)C)[N+](=O)[O-])C